glyceryl laurate (Glyceryl Laurate) C(C(O)CO)C(C(=O)O)CCCCCCCCCC.C(CCCCCCCCCCC)(=O)OCC(O)CO